1-methyl-5-phenyl-1,5-benzodiazepine-2,4-dione CN1C(CC(N(C2=C1C=CC=C2)C2=CC=CC=C2)=O)=O